OC=1C=C2CC[C@H]([C@H](C2=CC1)C1=CC=C(C=C1)N1CCN(CC1)CC=1C=C(C=CC1)C1C(NC(CC1)=O)=O)C1=CC=CC=C1 3-(3-((4-(4-((1S,2R)-6-hydroxy-2-phenyl-1,2,3,4-tetrahydronaphthalen-1-yl)phenyl)piperazin-1-yl)methyl)phenyl)piperidine-2,6-dione